C1(=CC=CC=C1)N1C2=CC=CC=C2C=2C=CC=CC12 9-phenyl-9H-carbazol